3-(5-(1,3,4-oxadiazol-2-yl)pyridin-3-yl)-4-(benzyloxy)phenyl (4-methylcyclohexyl)carbamate CC1CCC(CC1)NC(OC1=CC(=C(C=C1)OCC1=CC=CC=C1)C=1C=NC=C(C1)C=1OC=NN1)=O